3'-(2-Hydroxy-2,5-dihydro-1,2-oxaborol-4-yl)-4-methoxy-3-propoxy-[1,1'-biphenyl]-2-carbonitril OB1OCC(=C1)C=1C=C(C=CC1)C=1C(=C(C(=CC1)OC)OCCC)C#N